2-methyl-2,5-diazabicyclo[2.2.1]heptane dihydrobromide salt Br.Br.CN1C2CNC(C1)C2